BrC1=NN(C(=C1)[C@@H](C)N[S@](=O)C(C)(C)C)C (R)-N-((R)-1-(3-Bromo-1-methyl-1H-pyrazol-5-yl)ethyl)-2-methylpropane-2-sulfinamide